3-phenyl-5-(trifluoromethyl)-indole C1(=CC=CC=C1)C1=CNC2=CC=C(C=C12)C(F)(F)F